2-Chloro-4-{4-[(3-(4-methylpiperazin-1-yl)propyl)iminomethyl]phenyl}-7-phenyl-7H-pyrrolo[2,3-d]pyrimidine ClC=1N=C(C2=C(N1)N(C=C2)C2=CC=CC=C2)C2=CC=C(C=C2)C=NCCCN2CCN(CC2)C